2-(3,4-dimethoxyphenyl)-3-hydroxy-6,8-dimethylchromene COC=1C=C(C=CC1OC)C1OC2=C(C=C(C=C2C=C1O)C)C